C(C)OC(C(CC(=O)OCC)CC1=CC=C(C=C1)OC)=O 4-methoxybenzylsuccinic acid diethyl ester